BrC1=CC=C(C=C1)OC(CC(CC(=O)[O-])C#N)=O (4-bromophenyl)-3-cyanoglutarate